2-propylene malonate C1(CC(=O)OC(CO1)C)=O